C[C@@H](C1=CC=CC=C1)N (S)-(-)-α-methyl-benzylamine